(3S,4S)-benzyl 3-(2-oxotetrahydropyrimidin-1(2H)-yl)-4-phenylpiperidine-1-carboxylate O=C1N(CCCN1)[C@@H]1CN(CC[C@H]1C1=CC=CC=C1)C(=O)OCC1=CC=CC=C1